2-(3,3-difluorocyclobutoxy)-5-(difluoromethyl)aniline FC1(CC(C1)OC1=C(N)C=C(C=C1)C(F)F)F